6,6'-Iminodihexylamine C(CCCNCCCCCCN)CCN